1-diisopropylamino-3-methylenehepta-4,6-diene C(C)(C)N(CCC(C=CC=C)=C)C(C)C